2-(7-amino-2-(4-methoxyphenyl)-2-methyl-naphtho[2,3-d][1,3]dioxol-6-yl)propan-2-ol NC=1C(=CC2=CC3=C(OC(O3)(C)C3=CC=C(C=C3)OC)C=C2C1)C(C)(C)O